(trifluoromethyl)spiro[piperidine-4,7'-thieno[2,3-c]pyran]-4'-one FC(F)(F)C1=CC2=C(C3(OCC2=O)CCNCC3)S1